C(CCCCCCCCCCCCCCCCCCCCCCCCCCCCCCCCCCCCCC)(=O)OCCCCCCCCCCCCCCCC(C)C isostearyl nonatriacontanoate